FC1=C(N=CC2=C1N=C(N=C2C21CCN(CC1C2)C(=O)OC(C)(C)C)SC)C2=CC(=CC1=CC=CC=C21)O tert-butyl 6-(8-fluoro-7-(3-hydroxynaphthalen-1-yl)-2-(methylthio)pyrido[4,3-d]pyrimidin-4-yl)-3-azabicyclo[4.1.0]heptane-3-carboxylate